5-(4-hydroxy-3-formylphenyl)-10,15,20-triphenyl-porphyrin OC1=C(C=C(C=C1)C=1C2=CC=C(N2)C(=C2C=CC(C(=C3C=CC(=C(C=4C=CC1N4)C4=CC=CC=C4)N3)C3=CC=CC=C3)=N2)C2=CC=CC=C2)C=O